IC(CC(=O)OC)C methyl 3-iodobutanoate